androst-4-ene-3,16-dione C[C@@]12CC(C[C@H]1[C@@H]1CCC3=CC(CC[C@]3(C)[C@H]1CC2)=O)=O